(3,5-di-t-butyl-4-hydroxyphenyl)propionic acid octadecylcarbonate C(CCCCCCCCCCCCCCCCC)OC(O)=O.C(C)(C)(C)C=1C=C(C=C(C1O)C(C)(C)C)C(C(=O)O)C